methyl-1-pentyn-3-ol CC#CC(CC)O